C1(CC1)N1N=C(C=C1C(=O)N)C1(CC1)C cyclopropyl-3-(1-methylcyclopropyl)-1H-pyrazole-5-carboxamide